5-(5-(1-aminoethyl)-1H-1,2,4-triazol-1-yl)pyrimidine-4-carbonitrile hydrochloride Cl.NC(C)C1=NC=NN1C=1C(=NC=NC1)C#N